C(C)(C)P([O-])=O Isopropylphosphinate